2-(5-(tetrahydro-2H-pyran-4-yl)-1,3,4-oxadiazol-2-yl)ethyl acetate C(C)(=O)OCCC=1OC(=NN1)C1CCOCC1